ethyl 5-(5-chloro-2-fluorobenzyl)-4H-1,2,4-triazole-3-carboxylate ClC=1C=CC(=C(CC=2NC(=NN2)C(=O)OCC)C1)F